FC(F)(F)CC(=O)O.FC(F)(F)OC(C)=O.N1=CC(=CC=C1)C(=O)N pyridine-3-carboxamide trifluoromethyl-acetate (trifluoromethylacetate)